(2R,3R)-2,3-dihydroxysuccinic acid O[C@@H](C(=O)O)[C@H](C(=O)O)O